(N,N-dimethylsulphonamide) CN(S(=O)=O)C